C=C1CC=CC=C1 Methylenebenzene